C(#N)C1=CC(=C(C=C1)[C@@H]1C(=C(NC2=C(C=NC(=C12)OCC)C)C)C(=O)O[C@H](C)CC(=O)OCC)OC (R)-4-ethoxy-4-oxobutan-2-yl (4S)-4-(4-cyano-2-methoxyphenyl)-5-ethoxy-2,8-dimethyl-1,4-dihydro-1,6-naphthyridine-3-carboxylate